O1CCN(CC1)C1=C2C(=NC(=C1)N1N=C(C=C1)C1=CC=CC=C1)C=C(O2)C(=O)O 7-morpholino-5-(3-phenyl-1H-pyrazol-1-yl)furo[3,2-b]pyridine-2-carboxylic acid